C(CN(CC(=O)[O-])CC(=O)[O-])N(CC(=O)[O-])CC(=O)[O-].[Na+].[Na+].[Cu+2] copper (II) disodium salt ethylenediaminetetraacetate